CC1=C(C=CC=C1)C1=NN2C=NC=3C=CC=CC3C2=N1 2-(2-methylphenyl)[1,2,4]triazolo[1,5-c]quinazolin